1,4-bis(4-bromophenyl)butane-1,4-dione BrC1=CC=C(C=C1)C(CCC(=O)C1=CC=C(C=C1)Br)=O